CN[C@@H]1CC[C@@H](C2=CC=C(C=C12)Cl)C1=CC=C(C=C1)Cl cis-N-methyl-4-(4-chlorophenyl)-7-chloro-1,2,3,4-tetrahydro-1-naphthylamine